(diundecylphenyl) carbamate C(N)(OC1=C(C(=CC=C1)CCCCCCCCCCC)CCCCCCCCCCC)=O